C1(CC1)C1=C(C(=NO1)C1=C(C=CC=C1Cl)Cl)COC1CC2(C1)C[C@H]1CC[C@@H](C2)N1C=1C=CC(=NC1)C(=O)O 5-{(1R,5S)-3'-[(5-cyclopropyl-3-(2,6-dichlorophenyl)isoxazol-4-yl)methoxy]-8-azaspiro[bicyclo[3.2.1]octane-3,1'-cyclobutane]-8-yl}pyridine-2-carboxylic acid